The molecule is a berberine alkaloid obtained by formal addition of two molecules of hydrogen to the pyridine ring of palmatine. It has a role as an adrenergic agent, a non-narcotic analgesic and a dopaminergic antagonist. It is a berberine alkaloid and an organic heterotetracyclic compound. It derives from a palmatine. COC1=C(C2=C(C[C@H]3C4=CC(=C(C=C4CCN3C2)OC)OC)C=C1)OC